N1(CCCC1)[Si]1(O[SiH](O[SiH](O1)C)C)C 2-pyrrolidinyl-2,4,6-trimethylcyclotrisiloxane